ClC=1C=2C(N=C3N(C2C=CC1)C1=CC(=CC=C1C31CC(C1)O)C1CCN(CC1)C(=O)OC(C)(C)C)=O tert-butyl 4-(4'-chloro-3-hydroxy-5'-oxo-5'H-spiro[cyclobutane-1,7'-indolo[1,2-a]quinazolin]-10'-yl)piperidine-1-carboxylate